N[C@@H](CCCNC(N)=N)C(=O)N(C([C@@H](N)CC1=CC=CC=C1)=O)C1=CC=CC2=CC=CC=C12 phenylalanine, arginyl-naphthylamide